COCCOCC12CNCC(CC1)C2 ((2-methoxyethoxy)methyl)-3-azabicyclo[3.2.1]octane